3-bromo-2-(1,1-difluoroethyl)-5-nitropyridine BrC=1C(=NC=C(C1)[N+](=O)[O-])C(C)(F)F